(3-methacryloxy-2-hydroxypropoxy)propylbis(trimethylsiloxy)methylsilane C(C(=C)C)(=O)OCC(COCCC[SiH2]C(O[Si](C)(C)C)O[Si](C)(C)C)O